2,3-dimethyl-4-acetyl-N-(4-methoxyphenyl)isothiazol-5(2H)-imine CN1SC(C(=C1C)C(C)=O)=NC1=CC=C(C=C1)OC